C1=CC=CC=2C3=CC=CC=C3C(C12)COC(=O)N([C@H](C(=O)O)CCCC)C (2S)-2-[9H-fluoren-9-ylmethoxycarbonyl-(methyl)amino]hexanoic acid